FC1=C(C=CC=C1)CCN1C(C2=CC=C(C=C2CC1)C1=CC=NC=C1)=O 2-(2-fluorophenylethyl)-6-(pyridin-4-yl)-3,4-dihydroisoquinolin-1(2H)-one